C(C)C(COC1=CC=C(C=C1)O)CCCC 4-(2-ethylhexyl-oxy)phenol